3-tert-butyl-6-ethylsulfanyl-1-(2,4,5-trifluorobenzyl)-1,3,5-triazine-2,4(1H,3H)-dione C(C)(C)(C)N1C(N(C(=NC1=O)SCC)CC1=C(C=C(C(=C1)F)F)F)=O